FC(C1=CC=C(C=N1)C(CC=C)O)(F)F 1-(6-(trifluoromethyl)pyridin-3-yl)but-3-en-1-ol